[N+](=O)([O-])C1=CC=C(C=C1)N1CCC(CC1)CC=O 1-(4-Nitrophenyl)piperidine-4-acetaldehyde